O=C1C2(CC2C(=O)OCCCC)CCC1 n-butyl 4-oxospiro[2.4]heptane-1-carboxylate